COC(C1=C(C=C(C(=C1)Cl)C=O)Br)=O 2-Bromo-5-chloro-4-formylbenzoic acid methyl ester